(5-(1-adamantyl)-2'-bromo-6-(methoxymethoxy)-[1,1'-biphenyl]-3-yl)(octyl)dimethylsilane C12(CC3CC(CC(C1)C3)C2)C=2C=C(C=C(C2OCOC)C2=C(C=CC=C2)Br)[Si](C)(C)CCCCCCCC